phosphonic acid diisooctyl ester C(CCCCC(C)C)OP(OCCCCCC(C)C)=O